C(C)(C)(C)OC(=O)NCC1=CC=C(C=C1)NC(=O)[C@H]1N2C(N([C@H](C=C1C)C2)O[C@@H](C(=O)OCC)F)=O (R)-ethyl 2-((2S,5R)-2-(4-((tert-butoxycarbonylamino)methyl)phenylcarbamoyl)-3-methyl-7-oxo-1,6-diazabicyclo[3.2.1]oct-3-en-6-yloxy)-2-fluoroacetate